3-propyl-pyridine C(CC)C=1C=NC=CC1